2,6-diisopropyl-p-iodobenzamide C(C)(C)C1=C(C(=O)N)C(=CC(=C1)I)C(C)C